rac-(3aR,6aS)-hexahydro-2H-cyclopenta[b]furan-3a-carboxylic acid O1[C@@H]2[C@](CC1)(CCC2)C(=O)O |r|